C(CCCCCCCCCCCC)(=O)OC methyl tridecylate